C(CCCCCCCCC)(=O)O.C(CC)NC(=S)NC=1C=C2C=3CC(CCC3NC2=CC1)NCC(C)C N-propyl-N'-(3-(isobutyl)amino-1,2,3,4-tetrahydro-9H-carbazol-6-yl)thiourea decanoate